C1(=CC=CC=C1)P([C-]1C(=CC=C1)[C@@H](C)P(C1=CC(=CC(=C1)C)C)C1=CC(=CC(=C1)C)C)C1=CC=CC=C1.[CH-]1C=CC=C1.[Fe+2] (1R)-1-[diphenylphosphino]-2-[(1R)-1-[bis(3,5-dimethylphenyl)phosphino]ethyl]ferrocene